3-(1H-benzo[d]imidazol-5-yl)oxazolidin-2-one N1C=NC2=C1C=CC(=C2)N2C(OCC2)=O